7-fluoro-8-(6-(3-(4-fluoropiperidin-1-yl)propoxy)pyridin-3-yl)-3-methyl-1-(tetrahydro-2H-pyran-4-yl)-1H-imidazo[4,5-c]cinnolin-2(3H)-one FC=1C(=CC=2C3=C(N=NC2C1)N(C(N3C3CCOCC3)=O)C)C=3C=NC(=CC3)OCCCN3CCC(CC3)F